((2R,3S,4R,5R)-5-(4-aminopyrrolo[2,1-f][1,2,4]triazin-7-yl)-5-cyano-3,4-dihydroxytetrahydrofuran-2-yl) butyrate C(CCC)(=O)O[C@H]1O[C@@]([C@@H]([C@@H]1O)O)(C#N)C1=CC=C2C(=NC=NN21)N